1-(4'-(4-methyl-5-(3-(pyridin-2-ylmethyl)ureido)-1H-1,2,3-triazol-1-yl)-[1,1'-biphenyl]-4-yl)cyclopropane-1-carboxylic acid CC=1N=NN(C1NC(=O)NCC1=NC=CC=C1)C1=CC=C(C=C1)C1=CC=C(C=C1)C1(CC1)C(=O)O